C1=CC(=CC=C1C2=C(C(=NC(=C2C#N)SCC3=NC=CN3)N)C#N)O 2-amino-4-(4-hydroxyphenyl)-6-[(1H-imidazol-2-ylmethyl)thio]-3,5-pyridinecarbonitrile